8-((5-(((dodecane-2-yloxy)carbonyl)oxy)pentyl)(2-hydroxyethyl)amino)octanoic acid heptadec-9-yl ester CCCCCCCCC(CCCCCCCC)OC(CCCCCCCN(CCO)CCCCCOC(=O)OC(C)CCCCCCCCCC)=O